NC=1C(=C(C=C2C=C(N=CC12)NC(OC1[C@H]2COC[C@@H]1CN(C2)C2COC2)=O)C2=C(C1=C(OCCN1)N=C2)C)F (1R,5S,9s)-7-(Oxetan-3-yl)-3-oxa-7-azabicyclo[3.3.1]nonan-9-yl (8-amino-7-fluoro-6-(8-methyl-2,3-dihydro-1H-pyrido[2,3-b][1,4]oxazin-7-yl)isoquinolin-3-yl)carbamate